C(CCC)[C@@H]1N[C@H](C2=CC=C(C=C2C1)OC)C1=CC=C(C=C1)C1=NC(=NO1)C 5-(4-((1S,3S)-3-butyl-6-methoxy-1,2,3,4-tetrahydroisoquinolin-1-yl)phenyl)-3-methyl-1,2,4-oxadiazole